ClC1=C(C=C(C=C1OC)OC)C1=CC2=C(N=C(N=C2)NC2=CC=C(C=C2)N2CC3CCC(C2)N3C)N3C1=NN=C3 6-(2-chloro-3,5-dimethoxyphenyl)-N-(4-(8-methyl-3,8-diazabicyclo[3.2.1]octan-3-yl)phenyl)-[1,2,4]tri-azolo[4',3':1,6]pyrido[2,3-d]pyrimidin-2-amine